C(C=C)(=O)N1CCC(CC1)OC1=CC=C(C=C1)[C@H](C)NC=1N=CC2=C(N1)N(C(C=C2)=O)CC(C)(C)C 2-{(S)-1-[4-(1-propenoyl-piperidin-4-yloxy)-phenyl]-ethylamino}-8-(2,2-dimethyl-propyl)-8H-pyrido[2,3-d]pyrimidin-7-one